5-acetyl-7-fluoro-3-(4-fluorophenyl)quinoline-2-carbonitrile C(C)(=O)C1=C2C=C(C(=NC2=CC(=C1)F)C#N)C1=CC=C(C=C1)F